2-(3-((R)-3-((S)-2-hydroxy-3-(3-(N-methylsulfamoyl)phenoxy)propylamino)-1-oxa-8-azaspiro[4.5]dec-8-ylsulfonyl)-4-oxoquinolin-1(4H)-yl)acetic acid O[C@@H](CN[C@H]1COC2(C1)CCN(CC2)S(=O)(=O)C2=CN(C1=CC=CC=C1C2=O)CC(=O)O)COC2=CC(=CC=C2)S(NC)(=O)=O